C(C)(C)(C)OC(=O)N1CC=2N=C(OC2C1)C 2-methyl-4,6-dihydropyrrolo[3,4-d]oxazole-5-carboxylic acid tert-butyl ester